1-(4-(6-chloro-8-fluoro-7-(2-fluoro-6-hydroxyphenyl)-2-(pyridazin-3-ylmethoxy)quinazolin-4-yl)piperazin-1-yl)prop-2-en-1-one ClC=1C=C2C(=NC(=NC2=C(C1C1=C(C=CC=C1O)F)F)OCC=1N=NC=CC1)N1CCN(CC1)C(C=C)=O